(9Z)-12-iodo-9-dodecenyl acetate C(C)(=O)OCCCCCCCC\C=C/CCI